methyl-norbornane-2,3-dicarboxylic anhydride CC12C3C(C(CC1)C2)C(=O)OC3=O